C[C@H](CO)CC (S)-2-methylbutanol